Triglycidoxypropylaminophenol C(C1CO1)OC(CCNC1=C(C=CC=C1)O)(OCC1CO1)OCC1CO1